butyl (2-(4-((4-((7-(1-cyclopropyl-1H-pyrazol-4-yl)-3-methyl-4-oxo-4H-pyrido[1,2-a]pyrimidin-2-yl)amino)-3-fluorophenyl)sulfonyl)piperazin-1-yl)ethyl)carbamate C1(CC1)N1N=CC(=C1)C=1C=CC=2N(C(C(=C(N2)NC2=C(C=C(C=C2)S(=O)(=O)N2CCN(CC2)CCNC(OCCCC)=O)F)C)=O)C1